IC=1N=CN(C1)CCOC1OCCN1 4-iodo-1-[2-(oxazolidin-2-yloxy)ethyl]-1H-imidazole